FC1=CC(=C(C=C1C=1CCN(CC1)CC=1C=NN(C1)C)NC(=O)C1=CNC(C=C1C(F)(F)F)=O)N1C[C@H](N([C@H](C1)C)C)C N-[4-fluoro-5-[1-[(1-methylpyrazol-4-yl)methyl]-3,6-dihydro-2H-pyridin-4-yl]-2-[(3R,5S)-3,4,5-trimethylpiperazin-1-yl]phenyl]-6-oxo-4-(trifluoromethyl)-1H-pyridine-3-carboxamide